FC1=C(C(=CC=C1)F)C1=CC(=CC2=C1C(N1[C@@H](CO2)C[C@@H](C1)O)=O)C (2S,11aR)-6-(2,6-difluorophenyl)-2-hydroxy-8-methyl-2,3,11,11a-tetrahydro-1H,5H-benzo[f]pyrrolo[2,1-c][1,4]oxazepine-5-one